5-(Azetidin-3-yl)-1-methyl-1H-indazole 4-methylbenzenesulfonate CC1=CC=C(C=C1)S(=O)(=O)O.N1CC(C1)C=1C=C2C=NN(C2=CC1)C